S(=O)(=O)(O)C(C(=O)OCC(CCCC)CC)CC(=O)OCC(CCCC)CC.[Na] Sodium bis(2-ethyl-1-hexyl) sulfosuccinate